C(#N)C1=C(C=C(C(=C1)C)F)B(O)O (2-cyano-5-fluoro-4-methyl-phenyl)boronic acid